S(=O)(=O)(O)O.C(C(=C)C)(=O)OC(CN1CN(C=C1)CCCCCCCCCC)C 1-(2-methacryloxypropyl)-3-decyl-imidazole sulfate